ClC1=NC=C(C(=N1)Cl)OC(C)C 2,4-dichloro-5-isopropoxypyrimidine